ClC1=CC=C(CN2C(N3C(C4=C2C=C(C=N4)N4CCOCC4)=NCC3CC(F)(F)F)=O)C=C1 6-(4-chlorobenzyl)-8-morpholino-3-(2,2,2-trifluoroethyl)-2,6-dihydroimidazo[1,2-c]pyrido[2,3-e]pyrimidin-5(3H)-one